CP(=O)(C)C=1C=C(C=C(C1)C(F)(F)F)CC1CC2(CN(C2)C(=O)N2C[C@@H]3[C@@H](OCC(N3)=O)CC2)C1 (4aR,8aS)-6-[6-[[3-dimethylphosphoryl-5-(trifluoromethyl)phenyl]methyl]-2-azaspiro[3.3]heptane-2-carbonyl]-4,4a,5,7,8,8a-hexahydropyrido[4,3-b][1,4]oxazin-3-one